N-(5-((2-(3-azabicyclo[3.1.0]hexan-3-yl)ethyl)carbamoyl)-2-methylpyridin-3-yl)-2-(1,3-dimethyl-1H-pyrazol-4-yl)pyrazolo[5,1-b]thiazole-7-carboxamide C12CN(CC2C1)CCNC(=O)C=1C=C(C(=NC1)C)NC(=O)C=1C=NN2C1SC(=C2)C=2C(=NN(C2)C)C